5-(1-phenylcyclopropyl)-1,3,4-thiadiazole-2-carboxylic acid C1(=CC=CC=C1)C1(CC1)C1=NN=C(S1)C(=O)O